5-bromo-6-[2-tris(prop-2-yl)silanylethynyl]pyridin-2-amine BrC=1C=CC(=NC1C#C[Si](C(C)C)(C(C)C)C(C)C)N